NC1=CC(C(NC1=NC=1C(=NN2C1C=CC=C2)OCCCN2C=NC=C2)=NC=2C(=NN1C2C=CC=C1)OCCCN1C=NC=C1)=N N,N'-(5-Amino-3-iminopyridin-2,6(1H,3H)-diyliden)bis{2-[3-(1H-imidazol-1-yl)propoxy]pyrazolo[1,5-a]pyridin-3-amin}